CC1=CC(=CC2=C1N=C(S2)NC(=O)C2CCN(CC2)S(=O)(=O)C2=CC=C(C=C2)OC)C N-(4,6-Dimethylbenzo[d]thiazol-2-yl)-1-((4-methoxyphenyl)sulfonyl)piperidine-4-carboxamide